C(#N)C=1C(=NC(=CC1)C(=O)NC=1C(=NN(C1)C)C1=NC=CC=C1)C1=CC=NC=C1 cyano-N-(1-methyl-3-(pyridin-2-yl)-1H-pyrazol-4-yl)-[2,4'-bipyridine]-6-carboxamide